FC(C(C1=CC=C(C=C1)F)N1N=C(C(=C1)C1=CC=C(C(=N1)C1=CC=2N(C=C1)N=C(N2)N)F)C)(C)F 7-(6-(1-(2,2-difluoro-1-(4-fluorophenyl)propyl)-3-methyl-1H-pyrazol-4-yl)-3-fluoropyridin-2-yl)-[1,2,4]triazolo[1,5-a]pyridin-2-amine